C1(CC1)OC1=CC=C2C=C(C=C(C2=C1)C(CNC(C)=O)CO)C N-(2-(7-cyclopropoxy-3-methylnaphthalen-1-yl)-3-hydroxypropyl)acetamide